ClC=1C=C(C=CC1)[C@H](C)N1N=C(C=C1C(=O)NC1CCC(CC1)O)C(=O)NC 1-((S)-1-(3-Chlorophenyl)ethyl)-N5-((1r,4S)-4-hydroxycyclohexyl)-N3-methyl-1H-pyrazole-3,5-dicarboxamide